N-cyclohexyl-N-methyl-5-(4,4,5,5-tetramethyl-1,3,2-dioxaborolan-2-yl)pyrimidin-2-amine C1(CCCCC1)N(C1=NC=C(C=N1)B1OC(C(O1)(C)C)(C)C)C